(3S)-N-(3-[2-[(3S)-3-aminopiperidin-1-yl]-6-(morpholin-4-yl)pyridin-4-yl]-4-methylphenyl)-3-(2,2,2-trifluoroethyl)pyrrolidine-1-carboxamide N[C@@H]1CN(CCC1)C1=NC(=CC(=C1)C=1C=C(C=CC1C)NC(=O)N1C[C@@H](CC1)CC(F)(F)F)N1CCOCC1